2-[[4-amino-8-(cis-4-aminocyclohexyloxy)spiro[6H-benzo[H]quinazolin-5,1'-cyclopentane]-7-yl]-methyl-amino]ethanol NC1=NC=NC=2C3=C(CC4(CCCC4)C12)C(=C(C=C3)O[C@@H]3CC[C@@H](CC3)N)N(CCO)C